6-(bromomethyl)-4-(4-(trifluoromethoxy)phenyl)benzo[d]oxazole-7-carboxylic acid ethyl ester C(C)OC(=O)C1=C(C=C(C=2N=COC21)C2=CC=C(C=C2)OC(F)(F)F)CBr